5-bromo-6-Mercaptopyridine BrC=1C=CC=NC1S